C(C)(C)(C)OC(=O)NC(C(=O)OC)CNC(=O)OC(C)(C)C methyl 2,3-bis((tert-butyloxycarbonyl)amino)propanoate